C(N)(=O)C=1C(=NN2C1NCCC21CN(C1)C(=O)OC(C)(C)C)C1=CC=C2C=CC(=NC2=C1)C1=CC=CC=C1 tert-butyl 3'-carbamoyl-2'-(2-phenylquinolin-7-yl)-5',6'-dihydro-4'H-spiro[azetidine-3,7'-pyrazolo[1,5-a]pyrimidine]-1-carboxylate